tert-butyl N-(1-acetyl-4-piperidyl)-N-[[4-[3-chloro-4-[2-chloro-3-[6-methoxy-5-[(tetrahydropyran-4-ylamino)methyl]-2-pyridyl]phenyl]-2-pyridyl]-2-methoxy-phenyl]methyl]carbamate C(C)(=O)N1CCC(CC1)N(C(OC(C)(C)C)=O)CC1=C(C=C(C=C1)C1=NC=CC(=C1Cl)C1=C(C(=CC=C1)C1=NC(=C(C=C1)CNC1CCOCC1)OC)Cl)OC